tert-butyl (R)-4-(4-methyl-3-((1-(naphthalen-1-yl)ethyl)carbamoyl) phenoxy)piperidine-1-carboxylate CC1=C(C=C(OC2CCN(CC2)C(=O)OC(C)(C)C)C=C1)C(N[C@H](C)C1=CC=CC2=CC=CC=C12)=O